C(C)(=O)OCC(=O)NC1=CC=C(C=C1)N1C(C=C(C2=C1N=C(N=C2)NC2=C(C=CC=C2)OC)C#C)=O 2-((4-(5-Ethynyl-2-((2-methoxyphenyl)amino)-7-oxopyrido[2,3-d]pyrimidin-8(7H)-yl)phenyl)amino)-2-oxoethyl acetate